(2R,4R)-2-(((S)-1-(benzyloxy)-1-oxopropan-2-yl)carbamoyl)-4-phenylpyrrolidine-1-carboxylic acid tert-butyl ester C(C)(C)(C)OC(=O)N1[C@H](C[C@@H](C1)C1=CC=CC=C1)C(N[C@H](C(=O)OCC1=CC=CC=C1)C)=O